ethyl 2-hydroxypropionate (ETHYL LACTATE) C(C)C(C(=O)O)(O)C.OC(C(=O)OCC)C